C(C)OC(CCCCC1COCC1)=O 5-(tetrahydrofuran-3-yl)-pentanoic acid ethyl ester